ClC1=CC=C2CC(N(CC2=C1)C=1C(=NC2=CC(=CC(=C2N1)[C@@H](C)NC1=C(C(=O)O)C=CC=C1)C)C#N)CO 2-(((1R)-1-(3-(7-chloro-3-(hydroxymethyl)-3,4-dihydroisoquinolin-2(1H)-yl)-2-cyano-7-methylquinoxalin-5-yl)ethyl)amino)benzoic acid